C(C)N(CCCOC1=C(C=C2C(=CC=NC2=C1)OC1=C(C=C(C=C1)NC(=O)C1(C(C1)(C)C)C(=O)NC1=CC=C(C=C1)F)F)OC)CC N-(4-{[7-{[3-(diethylamino)propyl]oxy}-6-(methyloxy)quinolin-4-yl]oxy}-3-fluorophenyl)-N'-(4-fluorophenyl)-2,2-dimethylcyclopropane-1,1-dicarboxamide